3-(1'-(3-(5-methyl-1,2,4-oxadiazol-3-yl)benzyl)-6-oxo-6,8-dihydro-2H,7H-spiro[furo[2,3-e]isoindole-3,4'-piperidin]-7-yl)piperidine-2,6-dione CC1=NC(=NO1)C=1C=C(CN2CCC3(CC2)COC2=C4CN(C(C4=CC=C23)=O)C2C(NC(CC2)=O)=O)C=CC1